C(C(C)C)(=O)OC(C(C(C(C(C(C(C(F)(F)F)(F)F)(F)F)(F)F)(F)F)(F)F)(F)F)(F)F perfluorooctyl isobutyrate